2-(4-isopropyl-1H-1,2,3-triazol-1-yl)-N-(4-(6-methoxy-7-(piperidin-4-ylmethoxy)quinazolin-4-yl)phenyl)acetamide C(C)(C)C=1N=NN(C1)CC(=O)NC1=CC=C(C=C1)C1=NC=NC2=CC(=C(C=C12)OC)OCC1CCNCC1